cesium formamidine lead iodide bromine [Br].[Pb](I)I.C(=N)N.[Cs]